(4-(1H-pyrrol-1-yl)phenyl)methylamine N1(C=CC=C1)C1=CC=C(C=C1)CN